C(N)(=O)C1CCN(CC1)C(=O)OC1=CC=C(C=C1)CC(C(=O)OC(C)OC(=O)OC(C)C)NC([C@H](CC(C)C)NC(COC1=C(C=CC=C1)C)=O)=O [4-[3-(1-isopropoxy carbonyloxy ethoxy)-2-[[(2S)-4-methyl-2-[[2-(2-methylphenoxy)acetyl]amino]pentanoyl]amino]-3-oxo-propyl]phenyl] 4-carbamoylpiperidine-1-carboxylate